F[C@@]1(COCC2=CC=C(C=C12)C(=O)O)C (S)-4-fluoro-4-methylisochromane-6-carboxylic acid